C(=C)[Si]1(O[Si](O[Si](O[Si](O1)(C)C=C)(C)C=C)(C)C=C)C tetravinyltetramethylcyclotetra-siloxane